CN1C(N(C(C1=O)(C)C)C1=CC=C(CCNC(OC(C)(C)C)=O)C=C1)=O tert-butyl (4-(3,5,5-trimethyl-2,4-dioxoimidazolidin-1-yl)phenethyl)carbamate